3-methyl-2-azabicyclo[2.2.1]Heptane trifluoroacetic acid Salt FC(C(=O)O)(F)F.CC1NC2CCC1C2